4-((4-((5-Cyclopropyl-3-(2-(trifluoromethyl)phenyl)isoxazol-4-yl)methoxy)bicyclo[2.2.2]octan-1-yl)methoxy)isochinolin C1(CC1)C1=C(C(=NO1)C1=C(C=CC=C1)C(F)(F)F)COC12CCC(CC1)(CC2)COC2=CN=CC1=CC=CC=C21